2-(2-bromo-5-methyl-8-oxo-5,8-dihydro-4H-spiro[furo[3,4-d][1,2,4]triazolo[1,5-a]pyrimidine-7,4'-piperidin]-4-yl)-N-(2-chloro-4-(trifluoromethyl)phenyl)acetamide BrC1=NN2C(N(C3=C(C2=O)C2(CCNCC2)OC3C)CC(=O)NC3=C(C=C(C=C3)C(F)(F)F)Cl)=N1